4-[2-(4-chlorophenyl)propan-2-yl]benzoic acid ClC1=CC=C(C=C1)C(C)(C)C1=CC=C(C(=O)O)C=C1